1-benzyloxy-4-tert-butyl-2-methyl-5-(trifluoromethyl)benzene C(C1=CC=CC=C1)OC1=C(C=C(C(=C1)C(F)(F)F)C(C)(C)C)C